C1(CC1)C=1N=C(C(=NC1CC)C(=O)N)NC1=CC(=C(C=C1)F)CCNC(CNC)=O 5-cyclopropyl-6-ethyl-3-((4-fluoro-3-(2-(2-(methylamino)acetamido)ethyl)phenyl)amino)pyrazine-2-carboxamide